COC([C@H](C(C)C)OC1=C(C=C(C=C1)Br)C(CC)=O)=O (2S)-2-(4-bromo-2-propionylphenoxy)-3-methylbutanoic acid methyl ester